CN(C(OC(C)(C)C)=O)[C@H](C(NCCC1=CC=C(C=C1)C1=CC=C(C=C1)C(F)(F)F)=O)CCC (S)-tert-butyl methyl(1-oxo-1-((2-(4'-(trifluoromethyl)-[1,1'-biphenyl]-4-yl)ethyl)amino)pentan-2-yl)carbamate